propylbenzene-1,2-diamine C(CC)C1=C(C(=CC=C1)N)N